6-(1,4-dimethyl-1H-1,2,3-triazol-5-yl)-3-fluoro-4-((3-fluoropyridin-2-yl)(tetrahydro-2H-pyran-4-yl)methyl)-4H-thieno[2',3':4,5]Pyrrolo[3,2-b]Pyridine-2-carboxylic acid methyl ester COC(=O)C1=C(C2=C(C3=NC=C(C=C3N2C(C2CCOCC2)C2=NC=CC=C2F)C2=C(N=NN2C)C)S1)F